CNC(=O)C1(CC1)C(=O)N 1-N'-methylcyclopropane-1,1-dicarboxamide